F[C@@H]1CC[C@@]2(CC[C@H]1N2)C (1S,3S,4R,5R)-4-fluoro-1-methyl-8-azabicyclo[3.2.1]octan